FC(OC=1C=C(OC2CC(C2)NC(OC(C)(C)C)=O)C=CC1)(F)F tert-butyl ((1r,3r)-3-(3-(trifluoromethoxy)phenoxy)cyclobutyl)carbamate